N1C(=CC=C1C=NO)C=NO 1H-pyrrole-2,5-dicarboxaldehyde dioxime